NCCP(O)(O)=O β-aminoethylphosphonic acid